9-azabicyclo-[3.3.1]nonaneN ethyl-(E)-2-cyano-3-ethoxyacrylate C(C)OC(\C(=C\OCC)\C#N)=O.C12=CCCC(CCC1)N2